2-(4-(1-acetylpiperidine-4-carbonyl)-1-methyl-10-oxo-1,4,9-triazaspiro[5.6]dodecan-9-yl)acetic acid C(C)(=O)N1CCC(CC1)C(=O)N1CCN(C2(C1)CCN(C(CC2)=O)CC(=O)O)C